octacosanoic acid sodium salt [Na+].C(CCCCCCCCCCCCCCCCCCCCCCCCCCC)(=O)[O-]